C1(=CC=CC=C1)CC(=O)O α-toluic acid